NCCNCCN1C(N(CC1)CCN(CC#N)CC#N)=O 2,2'-((2-(3-(2-((2-aminoethyl)amino)ethyl)-2-oxoimidazolidin-1-yl)ethyl)azanediyl)diacetonitrile